4-((8-(Benzofuran-2-yl)-2,3-dihydro-4H-pyrido[4,3-b][1,4]thiazin-4-yl)sulfonyl)benzeneNitrile O1C(=CC2=C1C=CC=C2)C2=CN=CC1=C2SCCN1S(=O)(=O)C1=CC=C(C=C1)C#N